2-methyl-5-((1-(methyl-d3)azetidin-2-yl)methoxy)benzoic acid CC1=C(C(=O)O)C=C(C=C1)OCC1N(CC1)C([2H])([2H])[2H]